COC(NC1=CC=CC=2CCOC21)=O methyl(2,3-dihydrobenzofuran-7-yl)carbamate